C1(CC1)C(=O)NC=1C=C(C=CC1)B(O)O (3-(cyclopropanecarboxamido)phenyl)boronic acid